4-{4-[(1-{[4-(propan-2-yl)phenyl]carbamoyl}-D-prolyl)amino]phenyl}pyridine-2-carboxylic acid CC(C)C1=CC=C(C=C1)NC(=O)N1[C@H](CCC1)C(=O)NC1=CC=C(C=C1)C1=CC(=NC=C1)C(=O)O